ClC1=C(C=CC(=C1)Cl)C=1N=C(SC1)NC(C1=CC=C(C=C1)C)=O N-(4-(2,4-dichlorophenyl)thiazol-2-yl)-4-methylbenzamide